bis(octyltriethylammonium) sulfate S(=O)(=O)([O-])[O-].C(CCCCCCC)[N+](CC)(CC)CC.C(CCCCCCC)[N+](CC)(CC)CC